sodium furan-2,5-dicarboxylate O1C(=CC=C1C(=O)[O-])C(=O)[O-].[Na+].[Na+]